6-Chloro-3-[1-(2-isoindolin-2-yl-3,6-dimethyl-4-oxo-chromen-8-yl)ethylamino]pyridine-2-carboxylic acid ClC1=CC=C(C(=N1)C(=O)O)NC(C)C=1C=C(C=C2C(C(=C(OC12)N1CC2=CC=CC=C2C1)C)=O)C